Cl.COC1CCN(CC1)C=1C=C2C(=CC=NC2=CC1)C(=O)O 6-(4-Methoxypiperidin-1-yl)quinoline-4-carboxylic acid HCl